aminosilaine N[Si]1=CC=CC=C1